C(C)(C)(C)OC(NC(CC1CCC(CC1)S(N)(=O)=O)(C)C)=O (2-methyl-1-((1s,4s)-4-sulfamoyl-cyclohexyl)propan-2-yl)carbamic acid tert-butyl ester